4-((3S,5R)-3,5-dimethylpiperazin-1-yl)-N-(6-ethoxy-2-methyl-2H-benzo[d][1,2,3]triazol-5-yl)-2,3-dihydro-1H-pyrrolo[2,3-b]pyridine-1-carboxamide formate C(=O)O.C[C@H]1CN(C[C@H](N1)C)C1=C2C(=NC=C1)N(CC2)C(=O)NC2=CC=1C(=NN(N1)C)C=C2OCC